methyl (((6-hydroxy-3'-methyl-4-pentyl-[1,1'-biphenyl]-2-yl)oxy)(propyl)phosphoryl)-L-alaninate OC1=CC(=CC(=C1C1=CC(=CC=C1)C)OP(=O)(CCC)N[C@@H](C)C(=O)OC)CCCCC